2-(di-tert-butyl-phosphinyl)-ferrocene C(C)(C)(C)P(=O)(C=1[CH-]C=CC1)C(C)(C)C.[CH-]1C=CC=C1.[Fe+2]